tert-Butyl N-[2-[2-[2-[(5-tert-butyl-2-methylpyrazol-3-yl)-(cyanomethoxy)methyl]-4-cyanophenyl]pyrimidin-5-yl]ethyl]carbamate C(C)(C)(C)C=1C=C(N(N1)C)C(C1=C(C=CC(=C1)C#N)C1=NC=C(C=N1)CCNC(OC(C)(C)C)=O)OCC#N